9,10-bis(oxiran-2-ylmethoxy)-2-ethylanthracene O1C(C1)COC=1C2=CC=CC=C2C(=C2C=CC(=CC12)CC)OCC1OC1